5-bromo-N-(2,4-difluorophenyl)-2-methoxypyridine-3-sulfonamide BrC=1C=C(C(=NC1)OC)S(=O)(=O)NC1=C(C=C(C=C1)F)F